1-(4-(3,4-dichlorophenyl)-5-(isopropylthio)thiazol-2-yl)-4-(2-methoxypyridin-4-yl)-3-methyl-1H-pyrazole-5-carboxylic acid ClC=1C=C(C=CC1Cl)C=1N=C(SC1SC(C)C)N1N=C(C(=C1C(=O)O)C1=CC(=NC=C1)OC)C